C(C)(C)(C)OC(=O)N1CC2(CC1)CN(CC2)CC2CCN(CC2)C(=O)OCC2=CC=CC=C2.CC2=CCC(CC2)C(CC2C(CCC2)=O)C 2-{2-[4-methyl-3-cyclohexen-1-yl]propyl}cyclopentanone tert-butyl-7-((1-((benzyloxy)carbonyl)piperidin-4-yl)methyl)-2,7-diazaspiro[4.4]nonane-2-carboxylate